S(=O)(=O)(OOS(=O)(=O)C1=CC=C(C)C=C1)C1=CC=C(C)C=C1 p-toluenesulfonyloxy (tosylate)